C(=O)O.C(CCC)(=O)O butanoic acid formate salt